C(CC)OP([O-])(=O)C propylmethylphosphonate